CCCCCCCCCCCCCCCC(=O)OC[C@H](COP(=O)([O-])OCC[N+](C)(C)C)OC(=O)CC The molecule is a 1,2-diacyl-sn-glycero-3-phosphocholine in which the two acyl substituents at positions 1 and 2 are specified as palmitoyl and propionyl respectively. It derives from a hexadecanoic acid and a propionic acid.